(5,6-Dihydro-4H-pyrrolo[1,2-b]pyrazol-2-yl)methanol N=1N2C(=CC1CO)CCC2